tert-butyl (3S)-4-[2-(4-formyl-1-piperidyl)-2-oxo-ethyl]-3-methyl-piperazine-1-carboxylate C(=O)C1CCN(CC1)C(CN1[C@H](CN(CC1)C(=O)OC(C)(C)C)C)=O